N-((5-chloro-6-(2-cyclobutylethoxy)-1H-indol-2-yl)methyl)-1-methylcyclopropane-1-carboxamide ClC=1C=C2C=C(NC2=CC1OCCC1CCC1)CNC(=O)C1(CC1)C